C(#N)C=1C=C(C=CC1)CN1C2=C(C=CC=C2C=2CC(CCC12)CCCCC)C(=O)O 9-[(3-cyanophenyl)methyl]-3-pentyl-2,3,4,9-tetrahydro-1H-carbazole-8-carboxylic acid